C(C1=CC=CC=C1)OC(CC(C)C)=O (S)-1-(benzyloxy)-3-methyl-1-oxobutan